3-chloro-N,N-diethylpropan-1-amine hydrochloride Cl.ClCCCN(CC)CC